FC(C1=CC=C(C=C1)CCC1=CC=C(C=N1)C)(F)F (6-((4-(trifluoromethyl)phenyl)ethyl)pyridin-3-yl)methane